S1C=C(C=C1)C1=CC=C(CNCCNS(=O)(=O)C=2C=3C=CN=CC3C=CC2)C=C1 N-(2-((4-(Thiophen-3-yl)benzyl)amino)ethyl)isoquinoline-5-sulfonamide